(2S,3S,4S,5S)-5-(4-acetamidopyrrolo[2,1-f][1,2,4]triazin-7-yl)-2-((benzoyloxy)methyl)-2-fluoro-4-methyltetrahydrofuran-3,4-diyl diacetate C(C)(=O)O[C@@H]1[C@@](O[C@H]([C@]1(C)OC(C)=O)C1=CC=C2C(=NC=NN21)NC(C)=O)(F)COC(C2=CC=CC=C2)=O